N=1C=NN2C1C=CC(=C2)C2=CNC=1N=C(N=CC12)NC1CC(C1)(C(=O)N(C)C)C (1s,3s)-3-((5-([1,2,4]triazolo[1,5-a]pyridin-6-yl)-7H-pyrrolo[2,3-d]pyrimidin-2-yl)amino)-N,N,1-trimethylcyclobutane-1-carboxamide